C(C)(C)(C)NC(CN(C)C=1C2=C(N=C(N1)C1=NC=CC(=C1)O[C@H](CO)C)CCC2)=O N-tert-butyl-2-{[2-(4-{[(2S)-1-hydroxypropan-2-yl]oxy}pyridin-2-yl)-5H,6H,7H-cyclopenta[d]pyrimidin-4-yl](methyl)amino}acetamide